2,5-diiodophenol IC1=C(C=C(C=C1)I)O